N-(2-(2-chloro-5-oxo-5,7-dihydro-6H-pyrrolo[3,4-b]pyridin-6-yl)ethyl)cyclopropanecarboxamide ClC1=CC=C2C(=N1)CN(C2=O)CCNC(=O)C2CC2